FC=1C=C(C=CC1)C#CC=1C=CC(=NC1)C1=NOC(=N1)[C@@H]1C[C@H](CN1C)O (3R,5S)-5-(3-(5-((3-fluorophenyl)ethynyl)pyridin-2-yl)-1,2,4-oxadiazol-5-yl)-1-methylpyrrolidin-3-ol